C1(CCCC1)N1N=NC2=C1C=CC(=C2)C2=NOC(=N2)C=2C=C(C=CC2)C 3-(1-cyclopentylbenzotriazol-5-yl)-5-(m-tolyl)-1,2,4-oxadiazole